2,4-Dichloro-3-(trifluoromethyl)benzoic acid ClC1=C(C(=O)O)C=CC(=C1C(F)(F)F)Cl